Phenyl 2,3,4,6-tetra-O-acetyl-1-thio-alpha-D-mannopyranoside C(C)(=O)O[C@@H]1[C@@H](SC2=CC=CC=C2)O[C@@H]([C@H]([C@@H]1OC(C)=O)OC(C)=O)COC(C)=O